6-(4'-((isopropylamino)methyl)-[1,1'-biphenyl]-4-yl)-2-methyl-1H-benzo[d]imidazole-4-carboxylic acid C(C)(C)NCC1=CC=C(C=C1)C1=CC=C(C=C1)C=1C=C(C2=C(NC(=N2)C)C1)C(=O)O